5-methyl-2-((5-phenoxypyridineformyl)glycyl)-2-azabicyclo[3.1.0]Hexane-3-carboxamide CC12CC(N(C2C1)C(CNC(=O)C1=NC=C(C=C1)OC1=CC=CC=C1)=O)C(=O)N